C(C)(C)N(C(C(N)=O)=O)CC1=C(C=CC=C1)C N'-isopropyl-N'-(o-tolylmethyl)oxamide